2-(4-methylpiperazin-1-yl)-3-phenylpropionic acid CN1CCN(CC1)C(C(=O)O)CC1=CC=CC=C1